ClC=1C=C2C(=C3C1NC(NC31CCCCC1)=O)OC(=N2)CN[C@H]2COCCC2 5-chloro-2-({[(3R)-oxan-3-yl]amino}methyl)-7,8-dihydro-6H-spiro[[1,3]oxazolo[5,4-f]quinazoline-9,1'-cyclohexan]-7-one